C1(CC1)N1N=C(N=C1)NC1=C(C=CC=C1)OC (1-cyclopropyl-1H-1,2,4-triazol-3-yl)-2-methoxyaniline